ClC=1C=CC(=C(C1)N1CON(CO1)C(C(=O)O)CC1OCCCC1)N1N=NC(=C1)Cl 2-(4-(5-chloro-2-(4-chloro-1H-1,2,3-triazol-1-yl)phenyl)-2,5-dioxapiperazin-1-yl)-3-(tetrahydro-2H-pyran-2-yl)propionic acid